N-((5-(5-(difluoromethyl)-1,3,4-oxadiazol-2-yl)thiazol-2-yl)methyl)-N-(pyrimidin-5-yl)ethanesulfonamide FC(C1=NN=C(O1)C1=CN=C(S1)CN(S(=O)(=O)CC)C=1C=NC=NC1)F